CS(=O)(=O)C1=CC=C(C=C1)C=O (4-(methylsulfonyl)-phenyl)methanone